CC1=NC=2C(=[N+](C=CC2)[O-])N1 2-methyl-3H-imidazo[4,5-b]pyridine-4-oxide